COC1=CC(=C(COS(=O)(=O)C2=CC=C(C)C=C2)C=C1OC)[N+](=O)[O-] p-toluenesulfonic acid 4,5-dimethoxy-2-nitrobenzyl ester